ClC=1C=C(CN2CC3=C(N(C(N(C3=O)CC3=CC=C(C=C3)C(F)(F)F)=O)C)CC2)C=CC1 6-(3-Chlorobenzyl)-1-methyl-3-(4-(trifluoromethyl)benzyl)-5,6,7,8-tetrahydropyrido[4,3-d]pyrimidine-2,4(1H,3H)-dione